ClC=1C(=C(C=CC1)[C@@]1(CN(CC1)C(=O)OC(C)(C)C)NC1=CC=C2C=CN(C(C2=C1)=O)C(C)C)C tert-butyl (S)-3-(3-chloro-2-methylphenyl)-3-((2-isopropyl-1-oxo-1,2-dihydroisoquinolin-7-yl)amino)pyrrolidine-1-carboxylate